[Cl-].[Mn+2].[Cl-] manganese (II) chloride